NCC(=O)C1=CC=CC=C1 alpha-AminoAcetophenone